3-((1-(2-Chlorophenyl)-7-cyclopropyl-2-oxo-1,2-dihydro-quinazolin-4-yl)amino)-N-methylpropane-1-sulfonamide ClC1=C(C=CC=C1)N1C(N=C(C2=CC=C(C=C12)C1CC1)NCCCS(=O)(=O)NC)=O